FCOC1=NC=CC=C1 2-(fluoromethoxy)pyridine